(2S,3S)-2-amino-3-(1H-indol-3-yl)-5,5-dimethylhexanoic acid N[C@H](C(=O)O)[C@@H](CC(C)(C)C)C1=CNC2=CC=CC=C12